[C-]1(C=CC=C1)NS(=O)(=O)N.[CH-]1C=CC=C1.[Fe+2] ferrocenyl-sulfamide